BrCCCC(=O)OCC1=C(C=C(C=C1)CCCCCCCCCCCCCCC)OCCCCCCCCCCCCCCCCCC 2-(Octadecyloxy)-4-pentadecylbenzyl 4-bromobutanoate